(3aS,6aS)-5-(((trifluoromethyl)sulfonyl)oxy)-3,3a,4,6a-tetrahydrocyclopenta[c]pyrrole-2(1H)-carboxylic acid tert-butyl ester C(C)(C)(C)OC(=O)N1C[C@H]2[C@@H](C1)CC(=C2)OS(=O)(=O)C(F)(F)F